C(C)(C)(C)OC(=O)NC1CCN(CC1)C1=CC=C(C=N1)OC1=NC(=CC(=C1)CN(C(OC(C)(C)C)=O)C)Cl tert-butyl ((2-((6-(4-((tert-butoxycarbonyl)amino)piperidin-1-yl)pyridin-3-yl)oxy)-6-chloropyridin-4-yl)methyl)(methyl)carbamate